COC1=CC=C(CNC2CNCC2)C=C1 N-(4-methoxybenzyl)pyrrolidin-3-amine